COC1=CC=C(C=C1)C1=CC(SS1)=S 5-p-methoxyphenyl-3H-1,2-dithiole-3-thione